2-methyl-5-(2-phenyl-imidazole-1-yl)-pyrimidine-d cis-tert-butyl-(S)-(3-((1-(4-fluorophenyl)-1,2,3,4-tetrahydroisoquinoline-2-carboxamido)methyl)cyclobutyl)carbamate C(C)(C)(C)N(C(O)=O)[C@@H]1C[C@@H](C1)CNC(=O)N1[C@H](C2=CC=CC=C2CC1)C1=CC=C(C=C1)F.CC1=NC=C(C(=N1)[2H])N1C(=NC=C1)C1=CC=CC=C1